CN(C)C1=CC=CC=C1 N,N-dimethylaminobenzene